1-methoxyethyldimethoxychlorosilane COC(C)[Si](Cl)(OC)OC